1,4-bis[(3-(3-aminopropyl)-palmitoylamino)propyl]piperazine NCCCC(CC(=O)NCCCN1CCN(CC1)CCCNC(CC(CCCCCCCCCCCCC)CCCN)=O)CCCCCCCCCCCCC